tert-Butyl 8-((R)-3-(ethylamino)-3-(4-fluorophenyl)propanoyl)-3,8-diazabicyclo[3.2.1]octane-3-carboxylate C(C)N[C@H](CC(=O)N1C2CN(CC1CC2)C(=O)OC(C)(C)C)C2=CC=C(C=C2)F